1,12-Dicyanododecane C(#N)CCCCCCCCCCCCC#N